ethyl 5-benzyl-1-[4-(tert-butyl) phenyl]-4,5,6,7-tetrahydro-1H-pyrazolo[4,3-c]pyridine-3-carboxylate C(C1=CC=CC=C1)N1CC2=C(CC1)N(N=C2C(=O)OCC)C2=CC=C(C=C2)C(C)(C)C